C(=O)(O)CN1CCN(CCN(C[C@@H](N(CC1)CC(=O)[O-])CC1=CC=C(C=C1)OCCOCCOCCOC)CC(=O)[O-])CC(=O)[O-].[Gd+3] Gadolinium 2,2',2''-[(2S)-10-(carboxymethyl)-2-(4-{2-[2-(2-methoxyethoxy)-ethoxy] ethoxy}benzyl)-1,4,7,10-tetraazacyclododecane-1,4,7-triyl]triacetate